C[Sn](C1=NC(=NC=C1)N(C(=O)OC(C)(C)C)C(=O)OC(C)(C)C)(C)C 4-(trimethylstannyl)-2-[bis(tert-butoxycarbonyl)amino]pyrimidine